C(C)(C)(C)OC(=O)NCCN=C(NCCC(=O)N(C(CCCCCCCCCCCCCCC)=O)C(CCCCCCCCCCCCCCC)=O)NCCNC(=O)OC(C)(C)C 3-[N',N''-bis(2-tert-butoxycarbonylaminoethyl)guanidino]-N,N-dipalmitoylpropionamide